2-{4-amino-1-tert-butyl-1H-pyrazolo[3,4-d]pyrimidin-3-yl}-3-chloro-N-(1,3-thiazol-2-yl)-1H-indole-6-carboxamide NC1=C2C(=NC=N1)N(N=C2C=2NC1=CC(=CC=C1C2Cl)C(=O)NC=2SC=CN2)C(C)(C)C